N,N'-bis(m-trifluoromethylphenyl)malonamide FC(C=1C=C(C=CC1)NC(CC(=O)NC1=CC(=CC=C1)C(F)(F)F)=O)(F)F